N1C(=NC2=C1C=CC=C2)C2N(CCCC2)CC(C)SC 1-(2-(1H-benzo[d]imidazol-2-yl)piperidin-1-yl)-2-(methylthio)propan